17-cyclopropylmethyl-4,5a-epoxy-3,14-dihydroxymorphinan-6-one C1(CC1)CN1[C@H]2[C@@]3(CCC([C@H]4[C@@]3(C=3C(=C(C=CC3C2)O)O4)CC1)=O)O